C(C)(C)(C)NC(=O)C1=NC(=CC=C1OC(C)C)NC1=CC(=CC(=C1)F)F N-tert-butyl-6-(3,5-difluoroanilino)-3-isopropoxy-pyridine-2-carboxamide